ClC=1C=C(C=CC1)C1=CC(=CC=C1)[C@H](C(=O)N1CC2=C(CCC1)N=C(NC2=O)C2(CC2)C2=CC=CC=C2)O (R)-6-(2-(3'-chloro-[1,1'-biphenyl]-3-yl)-2-hydroxyacetyl)-2-(1-phenylcyclopropyl)-3,5,6,7,8,9-hexahydro-4H-pyrimido[5,4-c]azepin-4-one